5-(2-Fluoro-4'-hydroxybiphenyl-4-yl)-3,6-dihydro-2H-1,3,4-oxadiazin-2-one FC1=C(C=CC(=C1)C1=NNC(OC1)=O)C1=CC=C(C=C1)O